FC1(CC(C1)CN1N=C(C(=C1C(=O)NC1=CC(=CC=C1)S(N)(=O)=O)C)C(C)(F)F)F 1-((3,3-difluorocyclobutyl)methyl)-3-(1,1-difluoroethyl)-4-methyl-N-(3-sulfamoylphenyl)-1H-pyrazole-5-carboxamide